1-(2-(3-methylthioethoxy-4-methoxyphenyl)-2-oxoethyl)-2,6-dimethylpyridin CSCCOC=1C=C(C=CC1OC)C(CN1C(C=CC=C1C)C)=O